C1CCC2=C(C=3CCCC3C=C12)NC(=O)NS(=O)(=O)C1(CC1)CCCB(O)O (3-(1-(N-((1,2,3,5,6,7-hexahydro-s-indacen-4-yl)carbamoyl)sulfamoyl)cyclopropyl)propyl)boronic acid